4-chloro-1-ethyl-2-oxo-1,2-dihydroquinoline-3-carbonitrile ClC1=C(C(N(C2=CC=CC=C12)CC)=O)C#N